NN(N)C1=CC=CC=C1 azamethylphenylhydrazine